N1(CCOCC1)CCC=1NN=C2C(=NC=3C=C(C=CC3C21)C2=NNC=C2)N [2-(morpholin-4-yl)ethyl]-7-(1H-pyrazol-3-yl)-2H-pyrazolo[3,4-c]quinolin-4-amine